5-[2-chloro-4-(cyanomethoxy)-3-fluoro-phenyl]-N-[3-chloro-4-[4-(piperidine-4-carbonyl)piperazine-1-carbonyl]phenyl]-1-methyl-imidazole-2-carboxamide ClC1=C(C=CC(=C1F)OCC#N)C1=CN=C(N1C)C(=O)NC1=CC(=C(C=C1)C(=O)N1CCN(CC1)C(=O)C1CCNCC1)Cl